N1-(2-(dimethylamino)ethyl)-N1-methyl-N4-(5-methoxy-4-(7-methyl-1H-indol-3-yl)pyrimidin-2-yl)benzene-1,2,4-triamine CN(CCN(C=1C(=CC(=CC1)NC1=NC=C(C(=N1)C1=CNC2=C(C=CC=C12)C)OC)N)C)C